C1(=CC=CC=C1)C1=NNC(S1)=O 5-phenyl-3H-1,3,4-thiadiazol-2-one